OC=1C=C(C2=CC=CC=C2C1)N1CC=2N=C(N=C(C2CC1)N1CCNCC1)OC[C@H]1CCC(N1C(=O)OC(C)(C)C)(C)C tert-butyl (5R)-5-[[7-(3-hydroxy-1-naphthyl)-4-piperazin-1-yl-6,8-dihydro-5H-pyrido[3,4-d]pyrimidin-2-yl]oxymethyl]-2,2-dimethyl-pyrrolidine-1-carboxylate